FC=1C=C(C=NC1)[C@H](CNC(C)(C)C1CCC(CC1)O)O (1S,4s)-4-(2-(((R)-2-(5-Fluoropyridin-3-yl)-2-hydroxyethyl)amino)propan-2-yl)cyclohexan-1-ol